C(C1=CC=CC=C1)OC1=NC(=CC=C1C1=NN(C2=CC(=CC=C12)N1C[C@@H]([C@@H](CC1)NC(OC(C)(C)C)=O)C)C)OCC1=CC=CC=C1 tert-Butyl N-[(3S,4R)-1-[3-(2,6-dibenzyloxy-3-pyridyl)-1-methyl-indazol-6-yl]-3-methyl-4-piperidyl]carbamate